ClC1=C(C(N(C2=NC(=C(C=C12)Cl)C1=C(C=CC=C1OC)F)C=1C(=NC=CC1C)C(C)C)=O)[N+](=O)[O-] 4,6-dichloro-7-(2-fluoro-6-Methoxyphenyl)-1-(2-isopropyl-4-methylpyridin-3-yl)-3-nitro-1,8-naphthyridin-2(1H)-one